FC=1C=NN(C1)C1=CC=C(C=N1)[C@H](C)NC(=O)C1(CCC(CC1)C=1N=C(C2=C(N1)NC=C2)NC2=NNC(=C2)C)OC (S)-N-(1-(6-(4-fluoro-1H-pyrazol-1-yl)pyridin-3-yl)ethyl)-1-methoxy-4-(4-((5-methyl-1H-pyrazol-3-yl)amino)-7H-pyrrolo[2,3-d]pyrimidin-2-yl)cyclohexanecarboxamide